N-(2-(1,5-dimethyl-1H-pyrazol-4-yl)-4-fluorophenyl)-6-(piperazin-1-yl)pyrido[3,2-d]pyrimidin-4-amine CN1N=CC(=C1C)C1=C(C=CC(=C1)F)NC=1C2=C(N=CN1)C=CC(=N2)N2CCNCC2